2-((3,5-dicyano-4-ethyl-6-(4-methyl-1,4-diazepan-1-yl)pyridin-2-yl)sulfanyl)-2-(2-methylpyridin-4-yl)acetamide C(#N)C=1C(=NC(=C(C1CC)C#N)N1CCN(CCC1)C)SC(C(=O)N)C1=CC(=NC=C1)C